9-bromo-2-(4,4-dimethylpiperidin-1-yl)-4H-pyrido[1,2-a]pyrimidin-4-one BrC1=CC=CN2C1=NC(=CC2=O)N2CCC(CC2)(C)C